Benzyl (R,E)-7-((2-((tert-butyldimethylsilyl)oxy)ethyl)sulfonyl)-2,6,6-trimethyl-2-(3-(2-(methylsulfonyl)vinyl)phenyl)heptanoate [Si](C)(C)(C(C)(C)C)OCCS(=O)(=O)CC(CCC[C@@](C(=O)OCC1=CC=CC=C1)(C1=CC(=CC=C1)\C=C\S(=O)(=O)C)C)(C)C